COC=1C=C(C(=O)NC=2SC3=C(N2)C=CC(=C3)C(=O)O)C=CC1OC 2-(3,4-dimethoxybenzamido)benzo[d]thiazole-6-carboxylic acid